C(C=C)(=O)OC1=C(C(=O)C2=CC=CC=C2)C=CC=C1 acryloyloxy-benzophenone